4-[2-(5-fluoropyrimidin-2-yl)oxyethyl-[4-(5,6,7,8-tetrahydro-1,8-naphthyridin-2-yl)butyl]amino]-2-[[2-(2-methoxyphenyl)acetyl]amino]butanoic acid FC=1C=NC(=NC1)OCCN(CCC(C(=O)O)NC(CC1=C(C=CC=C1)OC)=O)CCCCC1=NC=2NCCCC2C=C1